ClC=1C(=NC=CN1)C1(CC(C1)(C)C)C=O 1-(3-chloropyrazin-2-yl)-3,3-dimethylcyclobutane-1-carbaldehyde